4-(5-((2-Amino-4-cyanophenoxy)methyl)-2-(trifluoromethyl)oxazolidin-3-yl)-2-(trifluoromethyl)benzonitril NC1=C(OCC2CN(C(O2)C(F)(F)F)C2=CC(=C(C#N)C=C2)C(F)(F)F)C=CC(=C1)C#N